2-(5-isopropylthiophen-2-yl)-2-oxoacetyl chloride C(C)(C)C1=CC=C(S1)C(C(=O)Cl)=O